FC(C(=O)O)(CC=1C(=NC=CC1)F)F α,α,2-trifluoro-3-pyridinepropanoic acid